trihex-yl(tetradecyl)phosphonium C(CCCCC)[P+](CCCCCCCCCCCCCC)(CCCCCC)CCCCCC